3-(4-hydroxy-3-(2-phenylpropan-2-yl)phenyl)propionic acid methyl ester COC(CCC1=CC(=C(C=C1)O)C(C)(C)C1=CC=CC=C1)=O